4-(N-tert-butoxycarbonyl-amino)-1-hexanol C(C)(C)(C)OC(=O)NC(CCCO)CC